O1C(COCC1)C(=O)OC1=CC=C(C=C1)Br 4-bromophenyl 1,4-dioxane-2-carboxylate